N-[Trans-(7RS,9RS)-3-cyclopropyl-5-(2-methylpropylsulfamoyl)-7-[[rac-(E)-3-(2-chlorophenyl)prop-2-enoyl]amino]-8,9-dihydro-7H-cyclopenta[h]isochinolin-9-yl]pyridin-3-carboxamid C1(CC1)C=1N=CC2=C3C(=CC(=C2C1)S(NCC(C)C)(=O)=O)[C@@H](C[C@H]3NC(=O)C=3C=NC=CC3)NC(\C=C\C3=C(C=CC=C3)Cl)=O |r|